2-Fluoro-1-nitro-3-(trifluoromethyl)benzene FC1=C(C=CC=C1C(F)(F)F)[N+](=O)[O-]